C[Si](CCOCN1C=CC2=CC=C(C=C12)C(=O)OC)(C)C methyl 1-{[2-(trimethylsilyl) ethoxy] methyl}-1H-indole-6-carboxylate